FC(C1=NC=CC(=C1)C1=NC=C(C(=C1)C(F)F)OC[C@@](CC(C)C)(N)C)F (R)-1-((2',4-bis(difluoromethyl)-[2,4'-bipyridin]-5-yl)oxy)-2,4-dimethylpentan-2-amine